N-hydroxy-4-methyltetrahydro-2H-pyran-4-carboxamide ONC(=O)C1(CCOCC1)C